NC1=NC=2C=C(C(=CC2C=2N1N=C(N2)[C@@H]2CN(CCS2(=O)=O)C=2C(=NN(C2)CC(C)(C)O)C)F)OC |o1:14| (S or R)-2-(5-amino-9-fluoro-8-methoxy-[1,2,4]triazolo[1,5-c]quinazolin-2-yl)-4-(1-(2-hydroxy-2-methylpropyl)-3-methyl-1H-pyrazol-4-yl)thiomorpholine 1,1-dioxide